C1(=C(C=CC=C1)C(C)=O)C 1-(o-tolyl)ethan-1-one